FC(C(=O)N1CC(C1)N1N=C(C2=NC=CC(=C21)C2=NC(=NO2)C(C)C)C=2C=NC(=CC2)C(F)(F)F)=C 2-fluoro-1-(3-(7-(3-isopropyl-1,2,4-oxadiazol-5-yl)-3-(6-(trifluoromethyl)pyridin-3-yl)-1H-pyrazolo[4,3-b]pyridin-1-yl)azetidin-1-yl)prop-2-en-1-one